ethyl 5-(piperidin-4-yl)isoxazole-3-carboxylate hydrochloride salt Cl.N1CCC(CC1)C1=CC(=NO1)C(=O)OCC